C(C)C1CC(OC=2CCCC(C12)=O)C(=C)C 4-Ethyl-2-(prop-1-en-2-yl)-2,3,4,6,7,8-hexahydro-5H-chromen-5-one